COC1=C(C=CC=C1)C1=CC=2C(=CN=C(C2)N)N1C 2-(2-methoxyphenyl)-1-methylpyrrolo[2,3-c]pyridin-5-amine